bis(2-ethyl-4-(4-methyl-phenyl)-indenyl)zirconium dichloride [Cl-].[Cl-].C(C)C=1C(C2=CC=CC(=C2C1)C1=CC=C(C=C1)C)[Zr+2]C1C(=CC2=C(C=CC=C12)C1=CC=C(C=C1)C)CC